1-(cyclopropyl(5-fluoro-3-methylbenzofuran-2-yl)methyl)-3-(4-(methylsulfonyl)phenyl)urea C1(CC1)C(NC(=O)NC1=CC=C(C=C1)S(=O)(=O)C)C=1OC2=C(C1C)C=C(C=C2)F